NCC=1C=C(C=CC1)C=1C=CC2=C(C(=C(O2)C(C(F)(F)F)O)COC2=C(C=CC(=C2)OC)CC(=O)OCC)C1 ethyl 2-(2-((5-(3-(aminomethyl)phenyl)-2-(2,2,2-trifluoro-1-hydroxy ethyl)benzofuran-3-yl)methoxy)-4-methoxyphenyl)acetate